C(C)C(C=C(C(=O)OCC(C)C)C(=O)OCC(C)C)CC diisobutyl (2-ethylbutylidene)malonate